Methyl 3-(4-methoxyphenyl)tetrahydro-1H-pyrrolizin-7a(5H)-formate COC1=CC=C(C=C1)C1CCC2(CCCN12)C(=O)OC